BrC1=CC(=C(C(=O)NCCCO)C=C1)NC(=O)NC1=CC(=CC=C1)Cl 4-bromo-2-[3-(3-chlorophenyl)ureido]-N-(3-hydroxy-propyl)benzamide